N1(CCOCC1)C1=NC2=C(N=CC=C2C(=C1)C=1C=C(SC1)C(=O)OC)C1=CC=NN1 methyl 4-[2-(morpholin-4-yl)-8-(1H-pyrazol-5-yl)-1,7-naphthyridin-4-yl]thiophene-2-carboxylate